N-(6-methyl-2-propylchroman-4-yl)-2-oxo-6-(trifluoromethyl)-1,2-dihydropyridine-3-carboxamide CC=1C=C2C(CC(OC2=CC1)CCC)NC(=O)C=1C(NC(=CC1)C(F)(F)F)=O